ClC=1N=C(C=2N=C(N(C(C2N1)=O)C)C(F)(F)F)Cl 6,8-dichloro-3-methyl-2-(trifluoromethyl)pyrimido[5,4-d]pyrimidin-4(3H)-one